NC1=NC=NN2C1=CC=C2[C@H]2[C@@H]([C@@H]([C@@](O2)(C#N)COP(=O)(OC2=CC=CC=C2)N[C@@H](C)C(=O)OC2COC2)O)O oxetan-3-yl ((((2R,3S,4R,5S)-5-(4-aminopyrrolo[2,1-f][1,2,4]triazin-7-yl)-2-cyano-3,4-dihydroxytetrahydrofuran-2-yl)methoxy)(phenoxy)phosphoryl)-L-alaninate